ClC1=C(C(=O)C2=CNC=3N=CN=C(C32)N[C@H]3CN(CCC3)CCCCCCN3CCN(CC3)C=3C=C2C(N(C(C2=CC3)=O)C3C(NC(CC3)=O)=O)=O)C=CC(=C1)OC1=CC=CC=C1 5-(4-(6-((R)-3-((5-(2-chloro-4-phenoxybenzoyl)-7H-pyrrolo[2,3-d]pyrimidin-4-yl)amino)piperidin-1-yl)hexyl)piperazin-1-yl)-2-(2,6-dioxopiperidin-3-yl)isoindoline-1,3-dione